N1C(=NC2=C1C=CC=C2)NC(OC)=O methyl (1H-benzo[d]imidazol-2-yl)carbamate